CC12CC(C1)(C2)N methyl-3-aminobicyclo[1.1.1]pentane